Methyl 2-((5-acrylamido-4-((2-(dimethylamino) ethyl) (methyl) amino)-2-methoxyphenyl)amino)-4-((2-(1-methyl-1H-pyrazol-3-yl)phenyl)amino)pyrimidin-5-carboxylate C(C=C)(=O)NC=1C(=CC(=C(C1)NC1=NC=C(C(=N1)NC1=C(C=CC=C1)C1=NN(C=C1)C)C(=O)OC)OC)N(C)CCN(C)C